NCCOC1=C(C=CC=C1)C=1C(=CC(=C(C1)NS(=O)(=O)C=1C=C(C(=O)O)C=C(C1OC)Cl)F)F 3-[[5-[2-(2-aminoethoxy)phenyl]-2,4-difluoro-phenyl]sulfamoyl]-5-chloro-4-methoxy-benzoic acid